4-(4-amino-3-tert-butylphenyl)-2-tert-butylaniline NC1=C(C=C(C=C1)C1=CC(=C(N)C=C1)C(C)(C)C)C(C)(C)C